trimethoxypropenylmethylbenzene COC(C=CC1=C(C=CC=C1)C)(OC)OC